C(C)(C)(C)N(CCC(C=CC=C)=C)C(C)(C)C 1-di-tert-butylamino-3-methylenehepta-4,6-diene